3-[4-(4-{1-[(2S)-2-amino-2-cyclohexylacetyl]Piperidin-4-yl}butyl)3-methyl-2-oxo-1,3-benzodiazol-1-yl]Piperidine-2,6-dione N[C@H](C(=O)N1CCC(CC1)CCCCC1=CC=CC=2N(C(N(C21)C)=O)C2C(NC(CC2)=O)=O)C2CCCCC2